9-Hydroperoxy-3-(4-hydroxypentyl)-6,6-dimethyl-6a,7,8,10a-tetrahydrobenzo[c]chromen-1-ol O(O)C1=CC2C(C(OC=3C=C(C=C(C23)O)CCCC(C)O)(C)C)CC1